(2,6-Dimethoxyphenyl)-2-(6-ethoxypyridin-2-yl)-6-(phenylethynyl)-1H-imidazo[4,5-b]pyrazine COC1=C(C(=CC=C1)OC)N1C(=NC=2C1=NC(=CN2)C#CC2=CC=CC=C2)C2=NC(=CC=C2)OCC